C(C)(C)(C)OC(=O)N1C=2N(CC(C1)CO)N=CC2CC2=CC=C(C=C2)C(F)(F)F tert-butyl-6-(hydroxymethyl)-3-(4-(trifluoromethyl)benzyl)-6,7-dihydropyrazolo[1,5-a]pyrimidine-4(5H)-carboxylate